FC=1C=C(C=C(C1)NC(=O)NC=1C=NC=CC1)CN1CCCCC1 1-({3-fluoro-5-[(3-pyridylamino)carbonylamino]phenyl}methyl)piperidine